Para-Cresyl Acetate ((4-methylphenyl) acetate) CC1=CC=C(C=C1)CC(=O)O.C(C)(=O)OC1=CC=C(C=C1)C